COC1=CC=C(C=C1)C(CN1C2=NC(=NC(=C2N=C1)N/N=C/C1=CC(=CC=C1)C)N1CCOCC1)=O (E)-1-(4-methoxyphenyl)-2-(6-(2-(3-methylbenzylidene)hydrazinyl)-2-morpholino-9H-purin-9-yl)ethan-1-one